6-chloro-4-((4-nitrobenzyl)amino)nicotinonitrile ClC1=NC=C(C#N)C(=C1)NCC1=CC=C(C=C1)[N+](=O)[O-]